1-methyl-1H-imidazol-3-ium hexafluorophosphate F[P-](F)(F)(F)(F)F.CN1C=[NH+]C=C1